3-(5-(3-((4'-fluoro-5,5-dimethyl-3,4,5,6-tetrahydro-[1,1'-biphenyl]-2-yl)methyl)-3,8-diazabicyclo[3.2.1]octane-8-carbonyl)-1-oxoisoindolin-2-yl)piperidine-2,6-dione FC1=CC=C(C=C1)C1=C(CCC(C1)(C)C)CN1CC2CCC(C1)N2C(=O)C=2C=C1CN(C(C1=CC2)=O)C2C(NC(CC2)=O)=O